5,6-dichloro-1H-indole-3-carboxylic acid ClC=1C=C2C(=CNC2=CC1Cl)C(=O)O